[N-](S(=O)(=O)C(F)(F)F)S(=O)(=O)C(F)(F)F.C(C=C)N1CN(C=C1)CC 1-allyl-3-ethyl-imidazole bis(trifluoromethanesulfonyl)imide salt